(R)-(3-hydroxybutyl)carbamic acid tert-butyl ester C(C)(C)(C)OC(NCC[C@@H](C)O)=O